R-1,3-cyclohexanediamine [C@@H]1(CC(CCC1)N)N